C(CCCCCCCCCCCCCCCCCCCC)CCCO 3-(heneicosyl)propan-1-ol